FC=1C=CC=2N(C3=CC=C(C=C3C2C1)F)CCCCP(OCC)(OCC)=O Diethyl [4-(3,6-difluoro-9H-carbazol-9-yl)butyl]phosphonate